C(C)(C)(C)N(C1=CC=CC=C1)CCN1CCOCC1 (tert-butyl)-N-(2-morpholinoethyl)aniline